C(C)OC(C(C([C@@H]([C@@](C(F)F)(C)O)C)=O)=[N+]=[N-])=O.N[C@@H]1C(CN(CC1)C(=O)C12CC3(CC(C(C(C1)C3)=CC)C2)C2=CC=CC=C2)(C)C |&1:6,7| ((S)-4-amino-3,3-dimethylpiperidin-1-yl)(6-ethylidene-3-phenyladamantan-1-yl)methanone ethyl-rac-(4R,5R)-2-diazo-6,6-difluoro-5-hydroxy-4,5-dimethyl-3-oxo-hexanoate